Cl.NC=1C(=C(C=CC1F)NC(C(F)F)=O)F N-(3-amino-2,4-difluorophenyl)-2,2-difluoroacetamide hydrochloride